OC1=NN(C=C1)C1=CC(=CC=C1)OC 3-hydroxy-N-(3-methoxyphenyl)pyrazole